8-acetyl-2-(4-acetylpiperazin-1-yl)-3,6-dimethylquinazolin-4(3H)-one C(C)(=O)C=1C=C(C=C2C(N(C(=NC12)N1CCN(CC1)C(C)=O)C)=O)C